C(=O)(OCC1=CC=CC=C1)N1CCC(CC1)N1N=C(C2=CN(C=3N=CN=C1C32)COCC[Si](C)(C)C)NC3=C(C=C(C=C3)OC3=CC=CC=C3)Cl 1-Cbz-4-(3-((2-chloro-4-phenoxyphenyl)amino)-1-((2-(trimethylsilyl)ethoxy)methyl)-1,4,5,6,8-pentazaacenaphthylen-5(1H)-yl)piperidine